N-(1-(bicyclo[3.1.0]hexan-3-yl)-7-fluoroindolin-5-yl)-2-(3-methoxy-3-methylazetidin-1-yl)-5-(2,2,2-trifluoroethyl)oxazole-4-carboxamide C12CC(CC2C1)N1CCC2=CC(=CC(=C12)F)NC(=O)C=1N=C(OC1CC(F)(F)F)N1CC(C1)(C)OC